COC([C@@H](NC(\C=C\C1=CC(O)=C(O)C=C1)=O)CC1=CNC2=CC=CC=C12)=O N-caffeoyl-tryptophan methyl ester